ClC1=C(C=C(S1)C(=O)C=1C(=NC=NC1)Cl)CO [5-Chloro-4-(hydroxymethyl)-2-thienyl](4-chloropyrimidin-5-yl)methanone